C(C)(C)(C)OC(=O)N1CCC(CC1)(C(=O)O)O 1-(tert-Butyloxycarbonyl)-4-hydroxypiperidine-4-carboxylic acid